C(C1=CC=CC=C1)OC1=C(C#N)C(=CC(=C1)Br)F 2-(benzyloxy)-4-bromo-6-fluorobenzonitrile